C(C)(C)(C)OC(=O)N1CC2(C[C@@H]1C)OCC=1C(=NC=CC12)Cl (5'S)-4-chloro-5'-methyl-3H-spiro[furo[3,4-c]pyridine-1,3'-pyrrolidine]-1'-carboxylic acid tert-butyl ester